C(C1=CC=CC=C1)(=O)OC[C@H]1O[C@@H]([C@@H](C1)OC(C)=O)N1C=2N=C(NC(C2N(C1=O)CC1=CC=C(C=C1)C(F)(F)F)=O)NC(C)=O |&1:12| ((2S,4R,SR)-5-(2-Acetamido-6,8-dioxo-7-(4-(trifluoromethyl)benzyl)-1,6,7,8-tetrahydro-9H-purin-9-yl)-4-acetoxytetrahydrofuran-2-yl)methyl benzoate